NCN1CCNCC1 4-aminomethylpiperazine